1-(cis-7-fluoro-5-phenyl-6,7-dihydro-5H-pyrrolo[1,2-b][1,2,4]triazol-2-yl)propan-1-ol F[C@H]1C[C@H](N2N=C(N=C21)C(CC)O)C2=CC=CC=C2